C(#N)CC1(CCN(CC1)S(=O)(=O)CC)N1N=CC(=C1)C1=CC=CC=2N1N=C(N2)NC(=O)C2CC2 N-(5-(1-(4-(cyanomethyl)-1-(ethylsulfonyl)piperidin-4-yl)-1H-pyrazol-4-yl)-[1,2,4]triazolo[1,5-a]pyridin-2-yl)cyclopropylcarboxamide